ClC=1C(=NC(=C(C1)F)N1C(N(C(=CC1=O)C(F)(F)F)C)=O)OC1=C(OCC(=O)O)C=CC=C1 2-[2-[[3-chloro-5-fluoro-6-[3-methyl-2,6-dioxo-4-trifluoromethyl-pyrimidin-1-yl]-2-pyridinyl]oxy]phenoxy]acetic acid